tert-Butyl (7-chloro-3-cyano-4-(3-(ethylsulfonyl)-5-fluoro-7,9-dihydrofuro[3,4-f]quinazolin-6-yl)thieno[3,2-c]pyridin-2-yl)carbamate ClC=1C2=C(C(=NC1)C=1C3=C(C=4C=NC(=NC4C1F)S(=O)(=O)CC)COC3)C(=C(S2)NC(OC(C)(C)C)=O)C#N